CC=1C(=NC=CC1)[C@@H]1N[C@@H](CCC1)C1=NC=CC=C1C (2R,6S)-2,6-bis(3-methylpyridin-2-yl)piperidine